N1C=C(C=C1)S(=O)(=O)N pyrrole-3-sulfonamide